methyl (S)-4-(3-((tert-butoxycarbonyl)amino)-3-methylpyrrolidin-1-yl)-5-(3,5-difluorophenyl)-6-methoxynicotinate C(C)(C)(C)OC(=O)N[C@@]1(CN(CC1)C1=C(C(=NC=C1C(=O)OC)OC)C1=CC(=CC(=C1)F)F)C